C([C@@H](O)C)(=O)OCC (S)-(-)-ethyl lactate